COC1=CC(=CC2=CNCN=C12)C1=CC=CC=C1 8-methoxy-6-phenyl-2,3-dihydroquinazoline